N1(C=CC=C1)C([O-])=S 1-Pyrrolethioate